ClC=1C=C(C(=NC1O[C@H]1CCC2=C(C=CC=C12)C1=CC(=C(C=C1)OC)OC)OC)CNCN1C(CCC1)=O ((((5-chloro-6-(((S)-4-(3,4-dimethoxyphenyl)-2,3-dihydro-1H-inden-1-yl)oxy)-2-methoxypyridin-3-yl)methyl)amino)methyl)pyrrolidin-2-one